4-((3-amino-5-chloropyridin-2-yl)amino)-2,5-dimethylpiperidine-1-carboxylate NC=1C(=NC=C(C1)Cl)NC1CC(N(CC1C)C(=O)[O-])C